FC1=C(C=CC(=C1)F)C1=CC(=CN1S(=O)(=O)C1=CC(=CC=C1)NS(=O)(=O)CC(C)C)CN(C(OC(C)(C)C)=O)C tert-butyl N-{[5-(2,4-difluorophenyl)-1-[3-(2-methylpropanesulfonylamino) benzenesulfonyl]-1H-pyrrol-3-yl] methyl}-N-methylcarbamate